1-((tert-butoxycarbonyl)-(4-ethoxy-4-oxobutyl)amino)-cyclopropane-1-carboxylate C(C)(C)(C)OC(=O)N(C1(CC1)C(=O)[O-])CCCC(=O)OCC